CN([C@H]1CN2C(OC1)=C(C=N2)S(=O)(NC(C2=CC=CC=C2)(C2=CC=CC=C2)C2=CC=CC=C2)=NC(NC2=C1CCCC1=C(C=1CCCC21)F)=O)C (6S)-6-(dimethylamino)-N'-((8-fluoro-1,2,3,5,6,7-hexahydro-s-indacen-4-yl)carbamoyl)-N-trityl-6,7-dihydro-5H-pyrazolo[5,1-b][1,3]oxazine-3-sulfonimidamide